N(=NC(C#N)(CC(C)(OC)OC)OC)C(C#N)(CC(C)(OC)OC)OC 2,2'-azobis(4-methoxy-2,4-dimethoxyvaleronitrile)